COC1=CC=C(C=C1)NC(OCCS(=O)(=O)C1=C(C(=C(C(=C1F)F)S(N)(=O)=O)F)F)=O 2-((2,3,5,6-tetrafluoro-4-sulfamoylphenyl)sulfonyl)ethyl (4-methoxyphenyl)carbamate